ClC=1C=C(C(=O)O)C=C(C1C1=CN(C2=NC=C(C=C21)C=2C(=NOC2C)C)C(C2CC2)C2CC2)OC(F)(F)F 3-chloro-4-(1-(dicyclopropylmethyl)-5-(3,5-dimethylisoxazol-4-yl)-1H-pyrrolo[2,3-b]pyridin-3-yl)-5-(trifluoromethoxy)benzoic acid